OC[C@@H](CC=C)S(=O)(=O)N(CC1=CC=C(C=C1)OC)CC1=CC=C(C=C1)OC (R)-1-HYDROXY-N,N-BIS(4-METHOXYBENZYL)PENT-4-ENE-2-SULFONAMIDE